CC1NC(CC2(C1)OCC(C1=C2C=C(S1)C(F)(F)F)O)C=1N=NN(C1)C 2'-methyl-6'-(1-methyltriazol-4-yl)-2-(trifluoromethyl)spiro[6,7-dihydrothieno[3,2-c]pyran-4,4'-piperidine]-7-ol